C(C)C=1C=C(C=CC1C1=CC=C2C(=NNC2=C1F)C=1NC=C(N1)C=C1CCNCC1)O 3-ethyl-4-(7-fluoro-3-(4-(piperidin-4-ylidenemethyl)-1H-imidazol-2-yl)-1H-indazol-6-yl)phenol